CC=1C=CC=C2C=C(CN(C12)S(=O)(=O)C1=CC=C(C)C=C1)C1=CC=CC=C1 8-methyl-3-phenyl-1-tosyl-1,2-dihydroquinoline